FC=1C=CC2=C(NC(=N2)CN(C=2C=3N(N=C(C2)N2CCN(CC2)C)C(=CN3)C(F)(F)F)CC3=CC=C(C=C3)OC)C1F N-((6,7-difluoro-1H-benzo[d]imidazol-2-yl)methyl)-N-(4-methoxybenzyl)-6-(4-methylpiperazin-1-yl)-3-(trifluoromethyl)imidazo[1,2-b]pyridazin-8-amine